C1(CCCC1)C1=C(C=NC=2N1N=CC2)NC(=O)NC=2C=NC(=C(C2)C)C2=NOC(=N2)COCCCCN2CCN(CC2)C=2C=C1CN(C(C1=CC2)=O)C2C(NC(CC2)=O)=O 1-(7-cyclopentylpyrazolo[1,5-a]pyrimidin-6-yl)-3-[6-[5-[4-[4-[2-(2,6-dioxo-3-piperidyl)-1-oxo-isoindolin-5-yl]piperazin-1-yl]butoxymethyl]-1,2,4-oxadiazol-3-yl]-5-methyl-3-pyridyl]urea